2,4,5-trimethyl-2-indanemethanol CC1(CC2=CC=C(C(=C2C1)C)C)CO